tert-butyl 3-(2-(6-chloro-4-(methylamino)nicotinoyl)hydrazinecarbonyl)Azetidine-1-carboxylate ClC1=NC=C(C(=O)NNC(=O)C2CN(C2)C(=O)OC(C)(C)C)C(=C1)NC